2,6-dichloro-8-fluoroquinoline-3-carboxylate ClC1=NC2=C(C=C(C=C2C=C1C(=O)[O-])Cl)F